tert-butyl N-[(3R)-7-(5-tert-butyl-1,3,4-oxadiazol-2-yl)-5-[(4-chlorophenyl)methyl]-8-hydroxy-1,1,4-trioxo-2,3-dihydro-1λ6,5-benzothiazepin-3-yl]carbamate C(C)(C)(C)C1=NN=C(O1)C=1C(=CC2=C(N(C([C@H](CS2(=O)=O)NC(OC(C)(C)C)=O)=O)CC2=CC=C(C=C2)Cl)C1)O